O1CC(C1)NC1=NC=CC=C1 (oxetan-3-ylamino)pyridine